monocyclohexyl citraconate C(\C(\C)=C/C(=O)[O-])(=O)OC1CCCCC1